C(#N)C=1C=C(C(=C(C1)NC1=NC=2N(C(=N1)NC1CC1)N=CC2C#N)OC)N2[C@H](CNCC2)C (S)-2-((5-cyano-2-methoxy-3-(2-methylpiperazin-1-yl)phenyl)amino)-4-(cyclopropylamino)pyrazolo[1,5-a][1,3,5]triazine-8-carbonitrile